(S)-N1-(1-(2-(bicyclo[2.1.1]hexan-1-ylamino)-2-oxoethyl)-2-oxo-1,2-dihydropyridin-3-yl)-N6-methyl-2-(3-methylbenzofuran-2-carboxamido)-5-oxohexanediamide C12(CCC(C1)C2)NC(CN2C(C(=CC=C2)NC([C@H](CCC(C(=O)NC)=O)NC(=O)C=2OC1=C(C2C)C=CC=C1)=O)=O)=O